FC1=C(OC2=CC=NC3=CC(=C(C=C23)C(=O)O)OC)C=CC(=C1)NC(=O)C1(CC1)C(NC1=CC=C(C=C1)F)=O 4-[2-fluoro-4-[[1-[(4-fluorophenyl)carbamoyl]-cyclopropanecarbonyl]-amino]phenoxy]-7-methoxyquinoline-6-carboxylic acid